2,4-bis(4-trifluoromethylphenylimino)pentane FC(C1=CC=C(C=C1)N=C(C)CC(C)=NC1=CC=C(C=C1)C(F)(F)F)(F)F